4-[4-(4-aminophenoxy)-2-methyl-thiazol-5-yl]-N-[(3S,5S)-5-fluoro-3-piperidyl]pyrimidin-2-amine NC1=CC=C(OC=2N=C(SC2C2=NC(=NC=C2)N[C@@H]2CNC[C@H](C2)F)C)C=C1